N-(3-((3,5-dimethyl-4-oxo-3,4-dihydro-quinazolin-6-yl)amino)-2,5-difluorophenyl)-N-((2-(trimethylsilyl)ethoxy)methyl)propane-1-sulfonamide CN1C=NC2=CC=C(C(=C2C1=O)C)NC=1C(=C(C=C(C1)F)N(S(=O)(=O)CCC)COCC[Si](C)(C)C)F